(2RS)-2-[4-(2-ethylpropyl)phenyl]propionic acid C(C)C(CC1=CC=C(C=C1)[C@H](C(=O)O)C)C |r|